4-((5-(benzyloxy)-2-(2,6-dimethylphenyl)-3-fluoro-1H-indol-1-yl)methyl)phenethyl 4-methylbenzenesulfonate CC1=CC=C(C=C1)S(=O)(=O)OCCC1=CC=C(C=C1)CN1C(=C(C2=CC(=CC=C12)OCC1=CC=CC=C1)F)C1=C(C=CC=C1C)C